ClC=1N=C(C2=C(N1)N(C=C2)[C@H]2[C@@H]([C@@H]([C@H](O2)CS(=O)(=O)CP(O)(O)=O)O)O)N[C@@H](C)C2=CC=CC=C2 [(2S,3S,4R,5R)-5-[2-chloro-4-[[(1S)-1-phenylethyl]amino]-pyrrolo[2,3-d]-pyrimidin-7-yl]-3,4-dihydroxy-tetrahydro-furan-2-yl]methyl-sulfonylmethylphosphonic acid